N-(cyclopropylmethyl)-2-[2-ethyl-4-{2-[(5-fluoropyridin-2-yl)amino]-2-oxoethyl}-5,8-dioxo-5,8-dihydro-4H-pyrazolo[1,5-a]pyrrolo[3,4-d]pyrimidin-6(7H)-yl]-N-methylacetamide C1(CC1)CN(C(CN1C(C=2N(C=3N(C(C2C1)=O)N=C(C3)CC)CC(=O)NC3=NC=C(C=C3)F)=O)=O)C